(R)-1-(8-fluoro-2-(((2S,4R)-4-fluoro-1-methylpyrrolidin-2-yl)methoxy)-7-(8-fluoro-3-hydroxynaphthalen-1-yl)-5-(propynyl)pyrido[4,3-d]pyrimidin-4-yl)-3-methylpiperidin-3-ol FC1=C(N=C(C2=C1N=C(N=C2N2C[C@@](CCC2)(O)C)OC[C@H]2N(C[C@@H](C2)F)C)C#CC)C2=CC(=CC1=CC=CC(=C21)F)O